tert-butyl 3-(2-(methylamino)-2-oxoethyl)azepane-1-carboxylate CNC(CC1CN(CCCC1)C(=O)OC(C)(C)C)=O